CN1NCC2C3NCCC(NC4NCC5CNN(C(CCOC12)C)C5C4)N3 11,16-dimethyl-13-oxa-2,6,10,11,17,18,22,25-octaazapentacyclo[15.5.2.13,7.08,12.020,24]pentacosan